tert-butyl 3-[(4-chloro-6-fluoro-1,3-benzothiazol-2-yl)carbamoyl]piperidine-1-carboxylate ClC1=CC(=CC2=C1N=C(S2)NC(=O)C2CN(CCC2)C(=O)OC(C)(C)C)F